O=C1NC(CCC1N1C(C2=CC=C(C=C2C1)NCCCCC(=O)O)=O)=O 5-[[2-(2,6-dioxo-3-piperidyl)-1-oxo-isoindolin-5-yl]amino]pentanoic acid